[2-[[3-[[2-chloro-4-[[3-[3-(trifluoromethyl)-1H-pyrazol-4-yl]imidazo[1,2-a]pyrazin-8-yl]amino]benzoyl]amino]cyclobutyl]amino]-2-oxo-ethyl]-trimethyl-ammonium formate C(=O)[O-].ClC1=C(C(=O)NC2CC(C2)NC(C[N+](C)(C)C)=O)C=CC(=C1)NC=1C=2N(C=CN1)C(=CN2)C=2C(=NNC2)C(F)(F)F